C(C)(C)(C)OC(NC1CCN(CC1)C=1C2=C(N=CN1)NC=C2)=O (1-(7H-pyrrolo[2,3-d]pyrimidine-4-yl)piperidine-4-yl)carbamic acid tert-butyl ester